(1R,2S,4R,6R)-2-(4-((tert-butoxycarbonyl)amino)phenyl)-4-ethoxy-6-((2-fluoro-4-(trifluoromethyl)phenyl)carbamoyl)cyclohexane-1-carboxylic acid C(C)(C)(C)OC(=O)NC1=CC=C(C=C1)[C@@H]1[C@H]([C@@H](C[C@@H](C1)OCC)C(NC1=C(C=C(C=C1)C(F)(F)F)F)=O)C(=O)O